(7-methoxy-9H-pyrido[3,4-b]indol-3-yl)cyclohexanecarboxamide COC1=CC=C2C3=C(NC2=C1)C=NC(=C3)C3(CCCCC3)C(=O)N